2-(4-chloro-3-fluoro-phenoxy)-N-[1-[5-(4-chlorophenyl)-1,3,4-oxadiazol-2-yl]-4-piperidyl]acetamide ClC1=C(C=C(OCC(=O)NC2CCN(CC2)C=2OC(=NN2)C2=CC=C(C=C2)Cl)C=C1)F